hydroxymethyldisulfide (3-mercaptopropionate) SCCC(=O)O.OCSSCO